ClC=1C(=CC(=NC1)N1C(C(OCC1)C)C)N 5-chloro-2-(2,3-dimethylmorpholino)pyridin-4-amine